FC(C1=NC2=C(N1C)C=C(C=C2)C#CC2=C1C=C(N=CC1=C(N=C2)NC)NC(=O)[C@@H]2[C@@H](C2)C)F (1S,2R)-N-(5-((2-(difluoromethyl)-1-methyl-1H-benzo[d]imidazol-6-yl)ethynyl)-8-(methylamino)-2,7-naphthyridin-3-yl)-2-methylcyclopropane-1-carboxamide